CN1C2(CC2)CC(CC1)N1C=CC2=C1N=NC(=C2)C2=C(C=C(C=C2)N2N=NC=C2)O 2-[7-(4-methyl-4-azaspiro[2.5]octan-7-yl)-7H-pyrrolo[2,3-c]pyridazin-3-yl]-5-(1H-1,2,3-triazol-1-yl)phenol